FC(C1=CC2=CC(=CC=C2C=C1)B(O)O)(F)F 2-(TRIFLUOROMETHYL)NAPHTHALENE-7-BORONIC ACID